BrC1=C(C=C(C=C1)N1N=C(C=C1C)N1CCN(CC1)C(=O)OC(C)(C)C)OC(C(F)(F)Br)(F)F tert-butyl 4-[1-[4-bromo-3-(2-bromo-1,1,2,2-tetrafluoro-ethoxy)phenyl]-5-methyl-pyrazol-3-yl]piperazine-1-carboxylate